6-((8-Amino-7-fluoro-6-(8-methyl-2,3-dihydro-1H-pyrido[2,3-b][1,4]oxazin-7-yl)Isoquinolin-3-yl)amino)-3-methyl-3,4-dihydro-1H-benzo[d][1,2]thiazine 2,2-dioxide NC=1C(=C(C=C2C=C(N=CC12)NC=1C=CC2=C(CN(S(C2)(=O)=O)C)C1)C1=C(C2=C(OCCN2)N=C1)C)F